3-[3-(2-chloro-6-methyl-4-pyridyl)-5-[(3R)-pyrrolidin-3-yl]oxy-pyrazolo[1,5-a]pyrimidin-2-yl]benzonitrile ClC1=NC(=CC(=C1)C=1C(=NN2C1N=C(C=C2)O[C@H]2CNCC2)C=2C=C(C#N)C=CC2)C